((1-(2-methylbenzyl)-1H-1,2,3-triazol-4-yl)methyl)cinnamamide CC1=C(CN2N=NC(=C2)CC(C(=O)N)=CC2=CC=CC=C2)C=CC=C1